CN(C)[Zr](NCC)(NCC)(NCC)(NCC)(N(C)C)(N(C)C)N(C)C.[Hf] hafnium tetra(dimethylamino)tetra(ethylamino)zirconium